C1(CC1)NC(=O)NC1=CC=CC2=CC=C(C=C12)OC1=NC=NC2=CC(=C(C=C12)OC)OC 1-cyclopropyl-3-(7-((6,7-dimethoxyquinazolin-4-yl)oxy)naphthalen-1-yl)urea